2-(3-methoxybenzoyl)-2,8-diazadispiro[3.1.56.14]dodecane-7,9-dione COC=1C=C(C(=O)N2CC3(C2)CC2(C(NC(CC2)=O)=O)C3)C=CC1